ClC1=C(C=CC(=C1)Cl)C1(OC(=C(C1=O)O[Si](C)(C)C)N)C 2-(2,4-dichlorophenyl)-2-methyl-4-trimethylsiloxy-5-amino-3(2H)-furanone